C(N(NC(=O)OC(C)(C)C)C(=O)OC(C)(C)C)([2H])([2H])[2H] di-tert-butyl 1-(methyl-d3)hydrazine-1,2-dicarboxylate